BrC1=CC2=C(C(=NO2)NS(=O)(=O)C2=C(C=C(C=C2C2=NN(C=C2)C)OC)OC)C=C1OC N-(6-bromo-5-methoxy-1,2-benzoxazol-3-yl)-2,4-dimethoxy-6-(1-methyl-1H-pyrazol-3-yl)benzene-1-sulfonamide